P-(4-(5-(chlorodifluoromethyl)-1,2,4-oxadiazol-3-yl)benzyl)-P-methyl-N-(m-tolyl)phosphinic amide ClC(C1=NC(=NO1)C1=CC=C(CP(NC=2C=C(C=CC2)C)(=O)C)C=C1)(F)F